N-(4-cyclopropylbenzyl)-5-(N-methylaminosulfonyl)thiophene-2-carboxamide 3-(5-tert-Butyl-4,4-dimethyl-2,6,7-trioxabicyclo[3.2.0]hept-1-yl)phenylphosphate disodium salt [Na+].[Na+].C(C)(C)(C)C12C(COC2(OO1)C=1C=C(C=CC1)OP(=O)([O-])[O-])(C)C.C1(CC1)C1=CC=C(CNC(=O)C=2SC(=CC2)S(=O)(=O)NC)C=C1